C1CC12C1(CC1)C2CCOC2=NN(C=C2)C(=O)OC(C)(C)C tert-butyl 3-(2-dispiro[2.0.2.1]heptan-7-ylethoxy)pyrazole-1-carboxylate